C1=NC=C(C=2CCCCC12)N 5,6,7,8-tetrahydro-isoquinolin-4-amine